C=C(C[C@H](N)C(=O)O)C(=O)O 4-Methyleneglutamic acid